2-(2-bromophenyl)benzothiophene BrC1=C(C=CC=C1)C=1SC2=C(C1)C=CC=C2